Tert-butyl 3-((2S)-2-(((4-formyl-5-hydroxy-6-methylpyridin-3-yl)methoxy)(phenoxy)phosphorylamino)-3-isopropoxy-3-oxopropyl)-1H-indole-1-carboxylate C(=O)C1=C(C=NC(=C1O)C)COC1=C(OP(=O)=N[C@@H](CC2=CN(C3=CC=CC=C23)C(=O)OC(C)(C)C)C(=O)OC(C)C)C=CC=C1